5-((5-(4'-(1-(2-(dimethylamino)ethyl)-1H-1,2,4-triazol-5-yl)-[1,1'-biphenyl]-4-yl)-4,6-difluoro-1H-benzo[d]imidazol-2-yl)oxy)-2-methylbenzoic acid CN(CCN1N=CN=C1C1=CC=C(C=C1)C1=CC=C(C=C1)C1=C(C2=C(NC(=N2)OC=2C=CC(=C(C(=O)O)C2)C)C=C1F)F)C